(R)-4-(6-chloro-5-(1-methyl-1H-pyrazol-5-yl)pyridazin-3-yl)-3-methylmorpholine ClC1=C(C=C(N=N1)N1[C@@H](COCC1)C)C1=CC=NN1C